C(CCC)O.C(CCC)O.[Al] aluminum dibutanol